CC(=C)C=1C=CC=CC1 3-(1-methyl-vinyl)benzene